ClC1=CC=C(C=C1)N1C(N(C(NC1=O)=O)C1=CC(=C(C=C1)OC1=CC=CC=C1)OCCOC)=O 1-(4-chlorophenyl)-3-[3-(2-methoxyethoxy)-4-phenoxyphenyl]-1,3,5-triazinane-2,4,6-trione